BrC1=CC2=C(N(C([C@H](O2)C)=O)[C@@H](C)C2=CC=CC=C2)C=C1F (2R)-7-bromo-6-fluoro-2-methyl-4-[(1S)-1-phenylethyl]-2H-1,4-benzoxazin-3-one